3-(2-(phenylthio)phenyl)-5-methyl-pyrazol-4-ol C1(=CC=CC=C1)SC1=C(C=CC=C1)C1=NNC(=C1O)C